6-(4-chlorophenyl)picolinic acid ClC1=CC=C(C=C1)C1=CC=CC(=N1)C(=O)O